1-Octyl glyceryl ether C(C(O)CO)OCCCCCCCC